6-methoxy-N-(pyridin-2-yl)-2-((tetrahydrofuran-3-yl)methyl)-2H-indazole-5-carboxamide COC=1C(=CC2=CN(N=C2C1)CC1COCC1)C(=O)NC1=NC=CC=C1